1-(2-bromophenyl)-2-fluoro-3-nitro-benzene BrC1=C(C=CC=C1)C1=C(C(=CC=C1)[N+](=O)[O-])F